FC1=CC=C(C=C1)[C@H](C(=O)NC1=NC=CC(=C1)C1=C(C=2C(N(C=C(C2N1)C)C)=O)C1=CC=C(C=C1)F)C (2R)-2-(4-Fluorophenyl)-N-{4-[3-(4-fluorophenyl)-5,7-dimethyl-4-oxo-4,5-dihydro-1H-pyrrolo[3,2-c]pyridin-2-yl]pyridin-2-yl}propanamid